COC=1N=CC(=NC1)COC=1C=CC2=C(N=C(O2)C=2C=NC=CC2)C1 5-[(5-Methoxypyrazin-2-yl)methoxy]-2-(pyridin-3-yl)-1,3-benzoxazole